ClC1=NC=2CCN=CC2C=C1F 2-chloro-3-fluoro-7,8-dihydro-1,6-naphthyridin